Pyridin-2-yl-piperidine Dilithium adipat C(CCCCC(=O)[O-])(=O)[O-].[Li+].[Li+].N1=C(C=CC=C1)N1CCCCC1